bromo-6'-methoxy-5'-methyl-spiro[cyclohexane-1,1'-indene]-4-one BrC=1C2(C3=CC(=C(C=C3C1)C)OC)CCC(CC2)=O